CCC(CC)N1N=CC(=C1)C=1C=2N(C=C(N1)C=1C=NN(C1)[C@@H]1[C@H](COC1)O)N=CC2 (3R,4S)-4-(4-(4-(1-(pent-3-yl)-1H-pyrazol-4-yl)pyrazolo[1,5-a]pyrazin-6-yl)-1H-pyrazol-1-yl)tetrahydrofuran-3-ol